C1(=CC=CC2=CC=CC=C12)S(=O)(=O)O.C(C)C=1C=C(C(=O)NC=2C=C3C=4CC(CCC4NC3=CC2)CNCCC)C=CC1 6-(3-ethylbenzoyl)amino-3-(propyl)aminomethyl-1,2,3,4-tetrahydro-9H-carbazole naphthalene-1-sulfonate